FC=1C=C(C=2NC3=CC=C(C=C3C2C1)F)C1=CC=C(C=O)C=C1 4-(3,6-Difluorocarbazolyl)benzaldehyde